(+)-glyceraldehyde O=CC(O)CO